N-(fluoroethyl)-2-(2-fluoro-4-methylphenyl)-5-(1H-pyrrolo[2,3-b]pyridin-4-yl)-1H-pyrrole-3-carboxamide FCCNC(=O)C1=C(NC(=C1)C1=C2C(=NC=C1)NC=C2)C2=C(C=C(C=C2)C)F